trans-2-(4-naphthyl)vinylboronic acid C1=CC=C(C2=CC=CC=C12)/C=C/B(O)O